3-(5-((5-fluoro-2-oxoindole-3-ylidene)methyl)-2,4-dimethyl-1H-pyrrole-3-carboxamido)pyrrolidin FC=1C=C2C(C(NC2=CC1)=O)=CC1=C(C(=C(N1)C)C(=O)NC1CNCC1)C